(±)-6-chloro-2-(2-ethoxy-1-((cis)-4-(2-fluoro-3-methylpyridin-4-yl)cyclohexyl)ethyl)-1H-benzo[d]imidazole ClC=1C=CC2=C(NC(=N2)[C@H](COCC)[C@@H]2CC[C@@H](CC2)C2=C(C(=NC=C2)F)C)C1 |&1:9|